(1-cyclopropyl-1H-pyrazol-4-yl)(6-(5-(2-methoxyquinoline-6-yl)pyridin-3-yl)-2,6-diazaspiro[3.3]heptane-2-yl)methanone C1(CC1)N1N=CC(=C1)C(=O)N1CC2(C1)CN(C2)C=2C=NC=C(C2)C=2C=C1C=CC(=NC1=CC2)OC